1,1-difluoro-1,2,2,2-tetrachloroethane FC(C(Cl)(Cl)Cl)(Cl)F